COC1=CC2=C(C=3N=CN(C(C3S2)=O)CCCC(=O)O)C=C1OC 4-(7,8-dimethoxy-4-oxobenzo[4,5]thieno[3,2-d]pyrimidin-3(4H)-yl)butanoic acid